N1=CC(=CC=C1)N1C[C@H](CCC1)C(=O)Cl (3S)-1-(3-pyridyl)piperidine-3-carbonyl chloride